NC=1C2=C(N=CN1)N(C(=C2C2=CC[C@@H](CC2)C(=O)N2CCCC2)C2=C(C=C(C=C2C)NC(C(=C)C)=O)C)C (R)-N-(4-(4-amino-7-methyl-5-(4-(pyrrolidine-1-carbonyl)cyclohex-1-en-1-yl)-7H-pyrrolo[2,3-d]pyrimidin-6-yl)-3,5-dimethylphenyl)methacrylamide